FC=1C=C2CN(CC2=CC1)C1=NC=CC(=N1)C1=CC=CC(=N1)C#CN1N=CC2=CC=CC=C12 ((6-(2-(5-fluoroisoindolin-2-yl)pyrimidin-4-yl)pyridin-2-yl)ethynyl)-1H-indazole